(R)-4-((2-(2,2-Dichlorocyclopropyl)-1H-imidazol-4-yl)methyl)pyridine ClC1([C@H](C1)C=1NC=C(N1)CC1=CC=NC=C1)Cl